FC1=CC=C(C=C1)NC(=O)C1(CC1)C(=O)NC1=CC=C(C=C1)OC1=CC=NC2=CC(=C(C=C12)C=1C=NC=CC1)OC 1-N'-(4-fluorophenyl)-1-N-[4-(7-methoxy-6-pyridin-3-yl-quinolin-4-yl)oxyphenyl]Cyclopropane-1,1-dicarboxamide